CN(C1=CC=C(C=C1)C)C N,N-di-methyl-para-toluidine